OCCCC(=O)O.OCCCC(=O)O γ-hydroxybutyric acid γ-hydroxybutyrate